FC1=CC=C(C=C1)N1CC=2C(=NC=CC2C1)C1=C(C=NC=C1)OC 2-(4-fluorophenyl)-4-(3-methoxypyridin-4-yl)-2,3-dihydro-1H-pyrrolo[3,4-c]pyridine